nickel-platinum-germanium [Ge].[Pt].[Ni]